C(C)N(CCCN(CCOC(OC(CCCCCCCCC(=O)[O-])CCCCCC)=O)CCOC(OC(CCCCCCCCC(=O)[O-])CCCCCC)=O)CC 16-(3-(diethylamino)propyl)-10,22-dihexyl-12,20-dioxo-11,13,19,21-tetraoxa-16-azahentriacontanedioate